C1(CC1)N1N=C(C(=C1)OC=1C(=NC=CC1)NC1=CC(=NC=C1)N1C[C@@H](O[C@@H](C1)C)C)C1=CC=CC=C1 ((1-cyclopropyl-3-phenyl-1H-pyrazol-4-yl)oxy)-N-(2-((2S,6R)-2,6-dimethylmorpholinyl)pyridin-4-yl)pyridin-2-amine